C(C=C)OC1=CC=C(C=C1)CCC(=O)O 3-(4-(allyloxy)phenyl)propanoic acid